Butyl 2-(6-bromo-5-fluoroquinazolin-4-yl)-2,7-diazaspiro[3.5]nonane-7-carboxylate BrC=1C(=C2C(=NC=NC2=CC1)N1CC2(C1)CCN(CC2)C(=O)OCCCC)F